C(CCCCCCC\C=C/C\C=C/CCCCC)C(C(C(=O)O)(C)CCCCCCCC\C=C/C\C=C/CCCCC)CN(C)C dilinoleylmethyl-4-dimethylaminobutyric acid